C(C1=CC=CC=C1)OCCCC1=C(N=NC(=C1C)Cl)Cl 4-[3-(benzyloxy)propyl]-3,6-dichloro-5-methylpyridazine